ClC1=CC(=NC=C1C(=O)N(CSC)C([2H])([2H])[2H])Cl 4,6-dichloro-N-(methyl-d3)-N-((methylthio)methyl)nicotinamide